C(=O)(OC(C)(C)C)N[C@H](CC1=CC(=CC=C1)C)C(=O)O Boc-3-methyl-D-phenylalanine